C1=CC=C2C(=C1)C(=O)C=CN2 The molecule is a quinolone that is 1,4-dihydroquinoline substituted by an oxo group at position 4. It is a tautomer of a quinolin-4-ol.